Tert-Butyl N-[4-[4-[(3-formyl-1-methyl-pyrazol-4-yl)carbamoyl]oxazol-2-yl]-2-pyridyl]-N-(2,2,2-trifluoroethyl)carbamate C(=O)C1=NN(C=C1NC(=O)C=1N=C(OC1)C1=CC(=NC=C1)N(C(OC(C)(C)C)=O)CC(F)(F)F)C